N-(5-(7'-Fluoro-3'-methyl-2'-oxo-2',3'-dihydrospiro[cyclobutane-1,1'-pyrrolo[2,3-c]quinolin]-8'-yl)-2-(2-(isopropylamino)ethoxy)pyridin-3-yl)-1-methylcyclopropane-1-sulfonamide FC=1C(=CC=2C3=C(C=NC2C1)N(C(C31CCC1)=O)C)C=1C=C(C(=NC1)OCCNC(C)C)NS(=O)(=O)C1(CC1)C